5-(1,5-naphthyridin-2-yl)-N-(2-azaspiro[3.3]heptan-6-yl)pyrrolo[2,1-f][1,2,4]triazin-2-amine N1=C(C=CC2=NC=CC=C12)C=1C=CN2N=C(N=CC21)NC2CC1(CNC1)C2